CN1CCN(CC1)C(=O)C=1OC=C(N1)NC1=NC=C(C(=N1)NCCCN1C(OCCC1)=O)C(F)(F)F 3-(3-((2-((2-(4-methylpiperazine-1-carbonyl)oxazol-4-yl)amino)-5-(trifluoromethyl)pyrimidin-4-yl)amino)propyl)-1,3-oxazinan-2-one